2'-bromo-3,3-dimethyl-5'-(3,4,5-trifluorophenyl)-5',6'-dihydrospiro[cyclobutane-1,7'-pyrrolo[2,3-b]pyrazine] BrC=1N=C2C(=NC1)N(CC21CC(C1)(C)C)C1=CC(=C(C(=C1)F)F)F